8-Chloro-7-((2-methyl-1-((2-(trimethylsilyl)ethoxy)methyl)-1H-benzo[d]imidazol-6-yl)oxy)-2-(1-((1r,3r)-3-(trifluoromethyl)cyclobutyl)-1H-pyrazol-4-yl)quinoxaline ClC=1C(=CC=C2N=CC(=NC12)C=1C=NN(C1)C1CC(C1)C(F)(F)F)OC=1C=CC2=C(N(C(=N2)C)COCC[Si](C)(C)C)C1